2-isocyanatopropyl 2,6-diisocyanatohexanoate N(=C=O)C(C(=O)OCC(C)N=C=O)CCCCN=C=O